C(C)C1=NC(=NC(=N1)C1=CC=CC=C1)C1=CC=CC=C1 2-ethyl-4,6-diphenyl-1,3,5-triazine